beta-D-mannuronate O[C@H]1[C@@H](O)[C@@H](O)[C@H](O)[C@H](O1)C(=O)[O-]